((2-(2'-cyano-3'-(6-(difluoromethoxy)-5-((3,3-dimethylazetidin-1-yl)methyl)benzo[d]oxazol-2-yl)-2-methyl-[1,1'-biphenyl]-3-yl)-6-(difluoromethoxy)benzo[d]oxazol-5-yl)methyl)-D-proline C(#N)C1=C(C=CC=C1C=1OC2=C(N1)C=C(C(=C2)OC(F)F)CN2CC(C2)(C)C)C2=C(C(=CC=C2)C=2OC1=C(N2)C=C(C(=C1)OC(F)F)CN1[C@H](CCC1)C(=O)O)C